N1(C=NC=C1)C1=CC=C(C=C1)C1NC(NC(=C1C(=O)OC(C)C)C)=S isopropyl 4-(4-(1H-imidazol-1-yl)phenyl)-6-methyl-2-thioxo-1,2,3,4-tetrahydropyrimidine-5-carboxylate